1-Cyclohexyl-4-(3-(5-methoxy-1,2,3,4-tetrahydronaphthalen-1-yl)-n-propyl)piperazine dihydrochloride Cl.Cl.C1(CCCCC1)N1CCN(CC1)CCCC1CCCC2=C(C=CC=C12)OC